5-chloro-2-[(1S,2R)-2-(6-fluoro-2,3-dimethylphenyl)-1-(5-oxo-4H-1,3,4-oxadiazol-2-yl)propyl]-3H-1lambda6,2-benzothiazole-1,1-dione ClC=1C=CC2=C(CN(S2(=O)=O)[C@@H]([C@H](C)C2=C(C(=CC=C2F)C)C)C=2OC(NN2)=O)C1